3'-cyclopropylspiro[1,3-dioxolane-2,5'-6,7-dihydro-4H-benzothiophene] C1(CC1)C1=CSC2=C1CC1(CC2)OCCO1